tert-Butyl (4-isopropyl-1,2,5-oxadiazole-3-carbonyl)(phenyl)carbamate C(C)(C)C=1C(=NON1)C(=O)N(C(OC(C)(C)C)=O)C1=CC=CC=C1